FC(C1(C(=CCC(C1)(N)N)C1=CC=CC=C1)C(F)(F)F)(F)F 2,2-bis(trifluoromethyl)-4,4-diaminobiphenyl